C(C1=CC=CC=C1)O[C@@](C(=O)NNC(C1=NC(=C(C=C1[N+](=O)[O-])C(F)(F)F)O[C@H](C)CC=C)=O)(CCC=C)C(F)(F)F N'-((R)-2-(benzyloxy)-2-(trifluoromethyl)hex-5-enoyl)-3-nitro-6-(((R)-pent-4-en-2-yl)oxy)-5-(trifluoromethyl)picolinohydrazide